7-(1-bromoethyl)pyrrolo[1,2-a]quinoxalin-4(5H)-one BrC(C)C=1C=C2NC(C=3N(C2=CC1)C=CC3)=O